2-methylthiomorpholin CC1CNCCS1